CC(CC(C)(C)C)(C)C1=C(C=CC=C1)OCCOCCO diethylene glycol mono[(1,1,3,3-tetramethyl butyl) phenyl] ether